Cl.C(C)(=O)N1[C@H](C[C@H](C2=CC(=CC=C12)C1=CC=C(C(=O)NCCOCCOCCOCCOCCOCCN)C=C1)NC1=CC=C(C=C1)Cl)C 4-((2s,4r)-1-acetyl-4-((4-chlorophenyl)amino)-2-methyl-1,2,3,4-tetrahydroquinolin-6-yl)-N-(17-amino-3,6,9,12,15-pentaoxaheptadecyl)benzamide-hydrochloride